1-benzhydrylazetidin-3-ol hydrochloride Cl.C(C1=CC=CC=C1)(C1=CC=CC=C1)N1CC(C1)O